4-(6-((2S,6R)-2,6-dimethylmorpholino)imidazo[1,2-b]pyridazin-3-yl)benzonitrile C[C@@H]1O[C@@H](CN(C1)C=1C=CC=2N(N1)C(=CN2)C2=CC=C(C#N)C=C2)C